heptane-2,3-dicarboxylate disodium salt [Na+].[Na+].CC(C(CCCC)C(=O)[O-])C(=O)[O-]